FC1=C(C(=CC=C1)N1[C@@H]2CN([C@H](C1)C2)C(C)C)NC(=O)N2CCC(CC2)C2=CC=C(C=C2)C N-{2-fluoro-6-[(1S,4S)-5-(propan-2-yl)-2,5-diazabicyclo[2.2.1]heptan-2-yl]phenyl}-4-(4-methylphenyl)piperidine-1-carboxamide